C(C)(C)[C@@H]1NCCN(C1)C (S)-2-isopropyl-4-methyl-piperazin